CC1=C(N=C2N1C=C(C=C2)OC2=NC=CC=C2OCC(F)(F)F)C(=O)NC2(COCCC2)CC(F)(F)F 3-methyl-6-[[3-(2,2,2-trifluoroethoxy)-2-pyridyl]oxy]-N-[3-(2,2,2-trifluoroethyl)tetrahydropyran-3-yl]imidazo[1,2-a]pyridine-2-carboxamide